ClC=1C=C(C=CC1C(=O)N1CCCCC1)NC1CN(C1)C(=O)OC(C)(C)C tert-butyl 3-(3-chloro-4-(piperidine-1-carbonyl)phenylamino)azetidine-1-carboxylate